C(C)(C)(C)OC(=O)N1C[C@@H]([C@@H](C1)F)OC=1C=CC(=NC1)C(=O)OC methyl 5-(((3S,4R)-1-(tert-butoxycarbonyl)-4-fluoropyrrolidin-3-yl)oxy)picolinate